BrC1=C2C=CC=C(C2=CC=C1)O 5-bromo-1-naphthol